BrC=1C=C2C(=NC=NC2=CC1)N[C@H](C(=O)N1CCOCC1)C[Se]C (R)-2-((6-bromo-4-quinazolinyl)amino)-3-(methylseleno)-1-morpholinopropan-1-one